OC1=C2C(C3=C(C=C(C=C3C(C2=CC=2OC3C(C21)C=CO3)=O)OC)OC)=O 4-hydroxy-6,8-dimethoxyanthra[2,3-b]furo[3,2-d]furan-5,10(3aH,12aH)-dione